S1SC(CCC1)C(=O)O dithianic acid